1-[amino[4-(bromomethyl)phenyl]oxo-λ6-sulfanylidene]-3-(1,2,3,5,6,7-hexahydro-s-indacen-4-yl)urea NS(=NC(=O)NC1=C2CCCC2=CC=2CCCC12)(=O)C1=CC=C(C=C1)CBr